1-(7Z,10Z,13Z,16Z-docosatetraenoyl)-2-(9Z,12Z-heptadecadienoyl)-glycero-3-phosphoserine CCCCC/C=C\C/C=C\C/C=C\C/C=C\CCCCCC(=O)OC[C@H](COP(=O)(O)OC[C@@H](C(=O)O)N)OC(=O)CCCCCCC/C=C\C/C=C\CCCC